BrC=1C=CC(=C(C1)C#CC=1C=CC=NC1)NS(=O)(=O)C=1C=CC(=C2C=CC=NC12)OC 5-{2-[5-Bromo-2-(5-methoxychinolin-8-sulfonamido)phenyl]ethynyl}pyridin